N-[3-(2,6-dimethylpyridin-3-yl)-1-methyl-2-oxo-1,6-naphthyridin-7-yl]cyclopropanecarboxamide CC1=NC(=CC=C1C=1C(N(C2=CC(=NC=C2C1)NC(=O)C1CC1)C)=O)C